4-((3-((8-(4-cyanophenyl)-2,3-dihydro-4H-pyrido[4,3-b][1,4]thiazin-4-yl)sulfonyl)azetidin-1-yl)-sulfonyl)benzonitrile C(#N)C1=CC=C(C=C1)C1=CN=CC2=C1SCCN2S(=O)(=O)C2CN(C2)S(=O)(=O)C2=CC=C(C#N)C=C2